C(/C)=C\1/[C@@H]2C(C=3NC=4C=C(C=CC4C3CN(C1)CC2)F)=O (4E,5R)-4-ethylidene-9-fluoro-1,4,5,7-tetrahydro-2,5-ethanoazocino[4,3-b]indol-6(3H)-one